The molecule is a 3',5'-cyclic purine nucleotide that is 3',5'-cyclic AMP in which the exocylic amino hydrogens on the purine fragment are replaced by methyl groups. It is a 3',5'-cyclic purine nucleotide, a nucleoside 3',5'-cyclic phosphate and a tertiary amino compound. It derives from a hydride of a 3',5'-cyclic AMP. CN(C)C1=NC=NC2=C1N=CN2[C@H]3[C@@H]([C@H]4[C@H](O3)COP(=O)(O4)O)O